O1C(=CC=C1)C(\C=C\C1=C(C=CC=C1)O)=O (E)-1-(2-furyl)-3-(2-hydroxyphenyl)-2-propen-1-one